C1(CC1)C1=C(NC2=CC(=CC=C12)C=1C=NC(=CC1)F)C1=CC(=NC(=C1)C)C 3-cyclopropyl-2-(2,6-dimethylpyridin-4-yl)-6-(6-fluoropyridin-3-yl)-1H-indole